4-isobutyl-2-(4-((5-methylthiazol-4-yl)methyl)piperazin-1-yl)benzonitrile C(C(C)C)C1=CC(=C(C#N)C=C1)N1CCN(CC1)CC=1N=CSC1C